5-bromo-6-chloropyridine-3-sulfonyl chloride BrC=1C=C(C=NC1Cl)S(=O)(=O)Cl